C(N1COC(=C1)C)N1COC(=C1)C 3,3'-methylenebis[5-methyloxazoline]